ClC=1C(=NC(=NC1)N[C@@H]1CCOC[C@H]1O)C=1C=C(C2=C(N(C(=N2)[C@@H](C)O)C(C)C)C1)F 1,5-anhydro-3-[(5-chloro-4-{4-fluoro-2-[(1R)-1-hydroxyethyl]-1-(propan-2-yl)-1H-benzimidazol-6-yl}pyrimidin-2-yl)amino]-2,3-dideoxy-D-threo-pentitol